FC1(CC(CCC1)N(C(CC1(CCN(CC1)C(=O)N1CCC2=CC=C(C=C12)C)C(=O)O)=O)C1=CC=CC=C1)F 4-(2-((3,3-difluorocyclohexyl)(phenyl)amino)-2-oxoethyl)-1-(6-methylindoline-1-carbonyl)piperidine-4-carboxylic acid